C1=CC=CC=2C3=CC=CC=C3N(C12)C1=CC=C(C=C1)C=1C=CC=2N(C3=CC=CC=C3C2C1)C=1C(=C(C#N)C(=C(C1N1C2=CC=CC=C2C=2C=C(C=CC12)C1=CC=C(C=C1)N1C2=CC=CC=C2C=2C=CC=CC12)N1C2=C(C=3C=CC=CC13)N=CC=C2)C2=CC=NC=C2)N2C1=C(C=3C=CC=CC23)N=CC=C1 3,4-bis(3-(4-(9H-carbazol-9-yl)phenyl)-9H-carbazol-9-yl)-6-(pyridin-4-yl)-2,5-bis(5H-pyrido[3,2-b]indol-5-yl)benzonitrile